(trans)-benzyl 4-((tert-butoxycarbonyl) amino)-3-hydroxypiperidine-1-carboxylate C(C)(C)(C)OC(=O)N[C@H]1[C@@H](CN(CC1)C(=O)OCC1=CC=CC=C1)O